CN1C(=O)N(C(=O)C1)C 1,3-dimethyl-hydantoin